C(CCC)OC1=C(C(=C(C=C1)O)F)F 4-butoxy-2,3-difluorophenol